2-Hydroxy-ethylmethacrylat OCCOC(C(=C)C)=O